C(C)OCCNCCCN1CCOCC1 N-(2-ethoxyethyl)-3-morpholinopropane-1-amine